C(C)(C)(C)OC(=O)NC(C(=O)O)CCN(CCCCCC1=NC=2NCCCC2C=C1)CCOC 2-((tert-butoxycarbonyl)amino)-4-((2-methoxyethyl)(5-(5,6,7,8-tetrahydro-1,8-naphthyridin-2-yl)pentyl)amino)butanoic acid